tert-butyl 4-(N-(2-fluoro-4-(methoxycarbonyl)benzyl)methylsulfonamido)piperidine-1-carboxylate FC1=C(CN(S(=O)(=O)C)C2CCN(CC2)C(=O)OC(C)(C)C)C=CC(=C1)C(=O)OC